ClC1=CC=C(C=C1)C1=CC(=C(C(=C1)C(=O)N)NCC1=CC(=CC=C1)Cl)C1=CC=C(C=C1)S(N)(=O)=O 4-chloro-4'-((3-chlorobenzyl)amino)-4''-sulfamoyl-[1,1':3',1''-terphenyl]-5'-carboxamide